3-(1-oxo-5-(((R)-1-(tetrahydro-2H-pyran-4-yl)piperidin-3-yl)oxy)isoindolin-2-yl)piperidine-2,6-dione O=C1N(CC2=CC(=CC=C12)O[C@H]1CN(CCC1)C1CCOCC1)C1C(NC(CC1)=O)=O